N2-{(2S)-2-Amino-4-[{(1R)-1-[1-benzyl-4-(2,5-difluorophenyl)-1H-pyrrol-2-yl]-2,2-dimethylpropyl}(glycoloyl)amino]butanoyl}-N6-[(2,5-dioxo-2,5-dihydro-1H-pyrrol-1-yl)acetyl]-D-lysine N[C@H](C(=O)N[C@H](CCCCNC(CN1C(C=CC1=O)=O)=O)C(=O)O)CCN(C(CO)=O)[C@H](C(C)(C)C)C=1N(C=C(C1)C1=C(C=CC(=C1)F)F)CC1=CC=CC=C1